1-[(2-chloro-4-nitrophenyl)azo]2-Naphthol ClC1=C(C=CC(=C1)[N+](=O)[O-])N=NC1=C(C=CC2=CC=CC=C12)O